O[C@@H]1[C@@H](CC12CCN(CC2)C(C)=O)[C@@H]2N1C(C3=CC=CC=C23)=CN=C1 1-((1R,2S)-1-hydroxy-2-((S)-5H-imidazo[5,1-a]isoindol-5-yl)-7-azaspiro[3.5]nonan-7-yl)ethan-1-one